4-[(E)-2-(4-fluorophenyl)vinyl]-N,N-dimethylaniline FC1=CC=C(C=C1)/C=C/C1=CC=C(N(C)C)C=C1